CC1=NN(C(=C1C1=NC2=CC=CC=C2C=C1)C)CCCCCCNC1=C2C(N(C(C2=CC=C1)=O)C1C(NC(CC1)=O)=O)=O ((6-(3,5-dimethyl-4-(quinolin-2-yl)-1H-pyrazol-1-yl)hexyl)amino)-2-(2,6-dioxopiperidin-3-yl)isoindoline-1,3-dione